6-fluoro-1-{4-[5-(trifluoromethyl)-1,2,4-oxadiazol-3-yl]benzyl}-3,4-dihydroquinolin-2(1H)-one FC=1C=C2CCC(N(C2=CC1)CC1=CC=C(C=C1)C1=NOC(=N1)C(F)(F)F)=O